N-(2,2-difluoroethyl)-2-methyl-1H-pyrrole FC(CN1C(=CC=C1)C)F